C(CCCCCCC)O octane-1-ol